3-(4H-1,2,4-triazol-3-yl)-1-(5-(4-(trifluoromethyl)-phenoxy)-3,4-dihydroisoquinolin-2(1H)-yl)propan-1-one N=1N=C(NC1)CCC(=O)N1CC2=CC=CC(=C2CC1)OC1=CC=C(C=C1)C(F)(F)F